COC(=O)C1=CC=NC2=CC=C(C=C12)[C@H](COC)OC |r| racemic-(R)-6-(1,2-dimethoxyethyl)quinoline-4-carboxylic acid methyl ester